methyl 4-(4-(benzofuran-4-yl) furan-2-yl)-4-oxobutanoate O1C=CC2=C1C=CC=C2C=2C=C(OC2)C(CCC(=O)OC)=O